CC1=C(C=CC=C1C)C1=C(C=C2C(=N1)C(=NN2)C=2C=CC(=NC2)N2CCC(CC2)C(=O)N(C)C)OC 1-(5-(5-(2,3-dimethylphenyl)-6-methoxy-1H-pyrazolo[4,3-b]pyridin-3-yl)pyridin-2-yl)-N,N-dimethylpiperidine-4-carboxamide